tert-butyl 7-((4-chlorobenzyl) oxy)-3,4-dihydroisoquinoline-2(1H)-carboxylate ClC1=CC=C(COC2=CC=C3CCN(CC3=C2)C(=O)OC(C)(C)C)C=C1